2-(4-allylpiperidin-1-yl)-4-bromo-N-(6-(but-3-en-1-yl(4-methoxybenzyl)amino)-5-cyanopyridin-2-yl)benzamide C(C=C)C1CCN(CC1)C1=C(C(=O)NC2=NC(=C(C=C2)C#N)N(CC2=CC=C(C=C2)OC)CCC=C)C=CC(=C1)Br